4-amino-6-(4-(4-cyanophenyl)-5-hydroxy-3-methyl-1H-pyrazol-1-yl)nicotinic acid NC1=CC(=NC=C1C(=O)O)N1N=C(C(=C1O)C1=CC=C(C=C1)C#N)C